2-([1,1'-biphenyl]-2-yloxy)-9-methyl-9H-purine C1(=C(C=CC=C1)OC1=NC=C2N=CN(C2=N1)C)C1=CC=CC=C1